Cl.N1CC(C1)OC=1C=CC(=NC1)C(=O)NC 5-(azetidin-3-yloxy)-N-methylpyridine-2-carboxamide, hydrochloride